trans-cyclohexane-1-carboxylic acid C1(CCCCC1)C(=O)O